BrC1=CC=C(C=C1)N=S1(CCCC1)=O 1-((4-Bromophenyl)imino)tetrahydro-1H-1λ6-thiophene-1-oxide